FC1C2=C(S(C1(C)C)(=O)=O)C=CC=C2 3-fluoro-2,2-dimethyl-2,3-dihydrobenzo[b]thiophene-1,1-dioxide